3-(4-t-butylphenyl)-5-cyano-4,6-diamino-2-ethoxycarbonyl-1-p-toluenesulfonyl-2,3-dihydro-1H-pyrrolo[2,3-b]pyridine C(C)(C)(C)C1=CC=C(C=C1)C1C(N(C2=NC(=C(C(=C21)N)C#N)N)S(=O)(=O)C2=CC=C(C)C=C2)C(=O)OCC